N1CC(C1)NC=1N=C(C2=C(N1)N=CC=C2)NCC=2C(=NC=CC2)C(F)(F)F N2-(azetidin-3-yl)-N4-((2-(trifluoromethyl)pyridin-3-yl)methyl)pyrido[2,3-d]pyrimidine-2,4-diamine